Cl.Cl.N1C=2C(NCC1)CSSC2 hexahydro-[1,2]dithiino[4,5-b]pyrazine dihydrochloride